COC(=O)C=1NC2=CC=C(C(=C2C1C)C=1C(=NN(C1C)C)COCC1=CC=C(C=C1)OC)Cl 5-chloro-4-(3-(((4-methoxybenzyl)oxy)methyl)-1,5-dimethyl-1H-pyrazol-4-yl)-3-methyl-1H-indole-2-carboxylic acid methyl ester